FC1=CC=C(C=2CC3C(C12)(C3)C3=CN=CN3)F 5-(2,5-difluoro-6,6a-dihydro-1aH-cyclopropa[1,2-a]inden-1a-yl)-1H-imidazole